BrC1=CC=C(C=C1)CC(C1=CC=C(C=C1)C)Cl 1-bromo-4-(2-chloro-2-(p-tolyl)ethyl)benzene